ClC=1C=C2C(=CN=C(C2=CN1)OC1CC1)[C@@](C)(CC)O (R)-2-(6-chloro-1-cyclopropoxy-2,7-naphthyridin-4-yl)butan-2-ol